N-[5-[2-methyl-4-[[(1S,5R)-3-oxa-9-azabicyclo[3.3.1]nonan-7-yl]oxymethyl]pyrazol-3-yl]pyrazolo[1,5-a]pyridin-2-yl]cyclopropanecarboxamide CN1N=CC(=C1C1=CC=2N(C=C1)N=C(C2)NC(=O)C2CC2)COC2C[C@@H]1COC[C@H](C2)N1